N-hydroxy-9-oxo-1,4-dioxaspiro[4.6]undecane-8-carboxamide ONC(=O)C1CCC2(OCCO2)CCC1=O